C(C)OC(\C=C\CNCCCCN1C2=C(CCC3=C1C=C(C=C3)Cl)C(=CC=C2)COCCOC)=O.NC2=CC=C(C=C2)[SH2](=O)C=N (4-aminophenyl)(imino)methyl-λ6-sulfanone Ethyl-(E)-4-[4-(7-chloro-2-methoxyethoxymethyl-10,11-dihydro-dibenzo[b,f]azepin-5-yl)-butylamino]-but-2-enoate